alumanuide [AlH4-]